C1(=CC=CC=C1)C1(N=C(C2=C(N1)C=NC=C2)C2=CC=CC=C2)C2=CC=CC=C2 2,2,4-triphenyl-1,2-dihydropyrido[3,4-d]pyrimidine